bis(3-methoxyphenyl)(pyridin-2-yl)phosphine oxide COC=1C=C(C=CC1)P(C1=NC=CC=C1)(C1=CC(=CC=C1)OC)=O